7-methoxy-2-naphthyl trifluoromethanesulfonate FC(S(=O)(=O)OC1=CC2=CC(=CC=C2C=C1)OC)(F)F